OCC1CCN(CC1)C=1C=C2C=CN(C(C2=CC1)=O)C1CNCCC1 3-(6-(4-(hydroxymethyl)piperidin-1-yl)-1-oxoisoquinolin-2(1H)-yl)piperidine